β-(3,4-epoxycyclohexyl)ethylethyldiethoxysilane C1(CC2C(CC1)O2)CC[Si](OCC)(OCC)CC